N-(4-(N-(1-acetyl-1,2,3,4-tetrahydroquinolin-4-yl)sulfamoyl)naphthalen-1-yl)-2-methylbenzamide C(C)(=O)N1CCC(C2=CC=CC=C12)NS(=O)(=O)C1=CC=C(C2=CC=CC=C12)NC(C1=C(C=CC=C1)C)=O